2-(4-((4-(2-(2-aminopyridin-3-yl)-5-phenyl-3H-imidazo[4,5-b]pyridin-3-yl)benzyl)carbamoyl)phenyl)acetic acid NC1=NC=CC=C1C1=NC=2C(=NC(=CC2)C2=CC=CC=C2)N1C1=CC=C(CNC(=O)C2=CC=C(C=C2)CC(=O)O)C=C1